ethylhexylglycerin CCCCC(CC)COCC(CO)O